[OH-].C[N+](CCCCCC[N+](C)(C)C)(C)C.[OH-] Hexamethyl-HexamethyleneDiammonium Hydroxide